C(#N)C=1C=CC(=C(C1)C1=CC(=NC=C1C(=O)NC=1SC=2CN(CCC2N1)C(C1=CN=CC=C1)=O)C)OC 4-(5-cyano-2-methoxyphenyl)-6-methyl-N-(5-nicotinoyl-4,5,6,7-tetrahydrothiazolo[5,4-c]pyridin-2-yl)nicotinamide